N-[3-(4-ethyl-5-fluoro-6-oxo-1,6-dihydropyrimidin-2-yl)-2-fluoro-4-(trifluoromethyl)benzyl]-1-[5-(trifluoromethoxy)pyridin-2-yl]piperidine-4-carboxamide C(C)C=1N=C(NC(C1F)=O)C=1C(=C(CNC(=O)C2CCN(CC2)C2=NC=C(C=C2)OC(F)(F)F)C=CC1C(F)(F)F)F